tert-butyl 3,7-bis-(1-methyl-1H-indazol-5-yl)-10H-phenothiazine-10-carboxylate CN1N=CC2=CC(=CC=C12)C=1C=CC=2N(C3=CC=C(C=C3SC2C1)C=1C=C2C=NN(C2=CC1)C)C(=O)OC(C)(C)C